C(C)(C)(C)O[C@H](C(=O)OCC)C1=C(C2=C(N=C(S2)C2=NC=3N(C=C2)N=CC3C=3CCN(CC3)C(=O)OC(C)(C)C)C=C1C)C1=CC=C(C=C1)Cl tert-butyl (S)-4-(5-(6-(1-(tert-butoxy)-2-ethoxy-2-oxoethyl)-7-(4-chlorophenyl)-5-methylbenzo[d]thiazol-2-yl)pyrazolo[1,5-a]pyrimidin-3-yl)-3,6-dihydropyridine-1(2H)-carboxylate